2-chloro-7-(trifluoromethyl)quinoline-3-carbaldehyde ClC1=NC2=CC(=CC=C2C=C1C=O)C(F)(F)F